2-[(1R)-1-aminoethyl]-6-(trifluoromethyl)pyridin-4-amine N[C@H](C)C1=NC(=CC(=C1)N)C(F)(F)F